propylene glycol diammonium phosphate P(=O)([O-])([O-])O.[NH4+].[NH4+].C(C(C)O)O